1-[(1-tert-butoxycarbonylazetidin-3-yl)methyl]-1-(2-tert-butoxy-2-oxo-ethyl)piperidine-1-ium-4-carboxylic acid benzyl ester formate C(=O)[O-].C(C1=CC=CC=C1)OC(=O)C1CC[N+](CC1)(CC(=O)OC(C)(C)C)CC1CN(C1)C(=O)OC(C)(C)C